N=1C=NN2C1C=CC(=C2)C=2C(=C1CCCC1=CC2)NC(=O)NS(=O)(=O)C2=NN1C([C@@H](OCC1)C1CC1)=C2 (S)-N-((5-([1,2,4]triazolo[1,5-a]pyridin-6-yl)-2,3-dihydro-1H-inden-4-yl)carbamoyl)-4-cyclopropyl-6,7-dihydro-4H-pyrazolo[5,1-c][1,4]oxazine-2-sulfonamide